BrC(C(OC1=CC2=C(N(C=N2)C2CC(C2)(O)C)C(=C1)C(F)(F)F)([2H])[2H])([2H])[2H] (cis)-3-{5-[2-bromo(1,1,2,2-2H4)ethoxy]-7-(trifluoromethyl)-1,3-benzodiazol-1-yl}-1-methylcyclobutan-1-ol